4-(2,5-dioxo-2,5-dihydro-1H-pyrrol-1-yl)butyric acid O=C1N(C(C=C1)=O)CCCC(=O)O